OC=1C(=C2CN(C(NC2=CC1)=O)C1CCC(CC1)C(=O)NC1=CC(=C(C=C1)C)OC)C (1s,4s)-4-(6-Hydroxy-5-methyl-2-oxo-1,2-dihydroquinazolin-3(4H)-yl)-N-(3-methoxy-4-methylphenyl)cyclohexanecarboxamide